FC([C@H](C1=CC=CC=C1)NC(NC1(CC1)C(=O)OCC)=O)(F)F ethyl (S)-1-(3-(2,2,2-trifluoro-1-phenylethyl)ureido)cyclopropane-1-carboxylate